ClC1=C(C=C(COC2=NC=C(C(=C2)O)C=2NC=C(C2)C(F)(F)F)C=C1)C 2-((4-chloro-3-methylbenzyl)oxy)-5-(4-(trifluoromethyl)-1H-pyrrol-2-yl)pyridin-4-ol